O\N=C(/C(=O)OCC)\NC(=O)C1(CC1)C ethyl (E)-2-(hydroxyimino)-2-(1-methylcyclopropane-1-carboxamido)acetate